C(CC)(=O)OCCOCCOCCOC(CC)=O triethylene glycol dipropionate